C[C@H]1[C@H]([C@H]([C@@H](C(O1)O[C@H]2[C@@H]([C@H](OC([C@@H]2NC(=O)C)O[C@H]([C@H](CO)NC(=O)C)[C@H]([C@@H](COC3[C@@H]([C@H]([C@@H]([C@H](O3)CO)OC4[C@@H]([C@H]([C@H]([C@H](O4)CO)O)O)NC(=O)C)O)NC(=O)C)O)O)CO)OC5[C@@H]([C@H]([C@H]([C@H](O5)CO)O)O)NC(=O)C)O)O)O The molecule is an oligosaccharide derivative consisting of -D-GalNAc-ol at the reducing end with a D-GalNAc-(1->4)-D-GlcNAc moiety attached via a (1->6)-linkage and a [D-GalNAc-(1->4)-[L-Fuc-(1->3)]-D-GlcNAc] moiety attached via a (1->3)-linkage. It has a role as a carbohydrate allergen.